1-{6-[(4-Fluorophenyl)methyl]-3,3-dimethyl-1H,2H,3H-pyrrolo[3,2-c]pyridin-1-yl}-2-[(2R,5R)-5-methyl-2-{[(3R)-3-methylmorpholin-4-yl]methyl}piperazin-1-yl]ethan-1-one dihydrochloride Cl.Cl.FC1=CC=C(C=C1)CC1=CC2=C(C=N1)C(CN2C(CN2[C@H](CN[C@@H](C2)C)CN2[C@@H](COCC2)C)=O)(C)C